1,6-diphenyl-hexane C1(=CC=CC=C1)CCCCCCC1=CC=CC=C1